OC1CC(C1)N1CCC(CC1)S(=O)(=O)NC1=CC=CC=C1 1-(3-hydroxycyclobutyl)-N-phenylpiperidine-4-sulfonamide